(3R)-3-(2-isopropylphenyl)morpholine C(C)(C)C1=C(C=CC=C1)[C@H]1NCCOC1